C(C)(=O)O.C(C=C)NCC=C diallylamine acetate salt